C(C)(C)(C)OC(=O)C1CCC(CC1)C1=NC(=NO1)C(=O)OCC ethyl 5-(4-(tert-butoxycarbonyl)cyclohexyl)-1,2,4-oxadiazole-3-carboxylate